α-methyl-D-homocysteine C[C@@](N)(CCS)C(=O)O